ClC1=C(CC(C(=O)OCC)C(=C=O)NC=2C(=NC=CC2C)C(C)C)C=C(C(=N1)Cl)F ethyl 2-(2,6-dichloro-5-fluoronicotinyl)-3-((2-isopropyl-4-methylpyridin-3-yl) amino)-3-carbonylpropionate